ClC1=CC=C2C(N(C(=NC2=C1)NN)COCC[Si](C)(C)C)=O 7-chloro-2-hydrazinyl-3-((2-(trimethylsilyl)ethoxy)methyl)quinazolin-4(3H)-one